Tert-butyl (E)-(1-((2-(((4-(3,5-dimethoxystyryl)phenoxy)carbonyl)oxy)ethyl) amino)-3-methyl-1-oxobutan-2-yl)carbamate COC=1C=C(/C=C/C2=CC=C(OC(=O)OCCNC(C(C(C)C)NC(OC(C)(C)C)=O)=O)C=C2)C=C(C1)OC